C(C)(C)(C)OC(=O)N1C[C@@H](CC(C1)(F)F)N1C(CCCC1=O)C (3'R)-5',5'-difluoro-2-methyl-6-oxo[1,3'-bipiperidine]-1'-carboxylic acid tert-butyl ester